NC1=NC=2C=CC(=CC2C2=C1COC2)C(=O)N([C@@H]2C=1N(CCC2)N=CN1)CC1=NC=C(C=C1)C#N 4-amino-N-((5-cyano-2-pyridinyl)methyl)-N-((8S)-5,6,7,8-tetrahydro[1,2,4]triazolo[1,5-a]pyridin-8-yl)-1,3-dihydrofuro[3,4-c]quinoline-8-carboxamide